O=C1N(CCN1)CCOC1=C(C2=CC=CC=C2C=C1)C=NO 2-(2-(2-oxoimidazolidin-1-yl)ethoxy)-1-naphthaldehyde oxime